(S,Z)-1-((6-aminohex-4-en-2-yl)amino)-3-(benzyloxy)-5-((2,4-difluorobenzyl)carbamoyl)-4-oxo-1,4-dihydropyridine-2-carboxylic acid hydrochloride Cl.NC\C=C/C[C@H](C)NN1C(=C(C(C(=C1)C(NCC1=C(C=C(C=C1)F)F)=O)=O)OCC1=CC=CC=C1)C(=O)O